(2R,3S,5R)-5-(6-amino-2-fluoropurin-9-yl)-2-(hydroxymethyl)-2-(propa-1,2-dien-1-yl)oxolan-3-ol ethyl-2-(perfluoroethyl)-4-(trifluoromethyl)-7H-pyrrolo[2,3-h]quinoline-8-carboxylate C(C)C=1C(=NC2=C3C(=CC=C2C1C(F)(F)F)NC(=C3)C(=O)O[C@@H]3[C@@](O[C@H](C3)N3C1=NC(=NC(=C1N=C3)N)F)(C=C=C)CO)C(C(F)(F)F)(F)F